C(CCCC)[SiH3] Amyl-Silane